ClC=1C(=CC(=C(C1)S(=O)(=O)NC1=C(C(=CC=C1)C1=CN(C=2N=CN=C(C21)Cl)C)C#N)F)OC 5-chloro-N-[3-(4-chloro-7-methyl-7H-pyrrolo[2,3-d]pyrimidin-5-yl)-2-cyano-phenyl]-2-fluoro-4-methoxy-benzenesulfonamide